BrC=1C(=CC2=C(NC(O2)=O)C1)C 5-bromo-6-methylbenzo[d]oxazol-2(3H)-one